C(C)(C)OC1=CC=2N(C=C1C(=O)O)C=C(N2)C21COC(CC2)(CC1)C 7-isopropoxy-2-(1-methyl-2-oxabicyclo[2.2.2]oct-4-yl)imidazo[1,2-a]pyridine-6-carboxylic acid